FC1=CC2=C(CCCC[C@H]2NC(OC(C)(C)C)=O)C=C1B1OC(C(O1)(C)C)(C)C tert-butyl (R)-(3-fluoro-2-(4,4,5,5-tetramethyl-1,3,2-dioxaborolan-2-yl)-6,7,8,9-tetrahydro-5H-benzo[7]annulen-5-yl)carbamate